[Si](C)(C)(C(C)(C)C)O[C@H]1[C@@H]([C@@H](O[C@@H]1CO)N1C(NC(C=C1)=O)=O)F 1-[(2R,3S,4R,5R)-4-[(tert-butyldimethylsilyl)oxy]-3-fluoro-5-(hydroxymethyl)oxolan-2-yl]-3H-pyrimidine-2,4-dione